4-((Tert-Butoxycarbonyl)amino)-1-(5-(7-(1-methyl-1H-pyrazol-4-yl)-1,6-naphthyridin-5-yl)pyridin-2-yl)piperidine-4-carboxylic acid methyl ester COC(=O)C1(CCN(CC1)C1=NC=C(C=C1)C1=C2C=CC=NC2=CC(=N1)C=1C=NN(C1)C)NC(=O)OC(C)(C)C